O1CCC(CC1)NC1=CC=CC=2N1N=C(C2SC(F)(F)F)C#CCNC(C)=O N-(3-{7-[(oxan-4-yl)amino]-3-[(trifluoromethyl)sulfanyl]pyrazolo[1,5-a]pyridin-2-yl}prop-2-yn-1-yl)acetamide